2-(4-(4-Methoxyphenyl)piperazin-1-yl)ethan-1-amine COC1=CC=C(C=C1)N1CCN(CC1)CCN